4-(4-amino-5-(methoxycarbonyl)-1H-pyrazol-3-yl)-3,6-dihydropyridine-1(2H)-carboxylic acid tert-butyl ester C(C)(C)(C)OC(=O)N1CCC(=CC1)C1=NNC(=C1N)C(=O)OC